C1(CCCCC1)C1=CC=C(C=C1)C=1NC=2N(C(C1)=O)N=C(C2C(=O)N2CC(C2)CF)C(=O)N2CCCC2 5-(4-Cyclohexylphenyl)-3-(3-(fluoromethyl)azetidine-1-carbonyl)-2-(pyrrolidine-1-carbonyl)pyrazolo[1,5-a]pyrimidin-7(4H)-one